4-[(1-methyl-4-piperidyl)carbamoyl]pyrimidin CN1CCC(CC1)NC(=O)C1=NC=NC=C1